N1C=CC2=CC(=CC=C12)C1=NN(C2=NC(=NC(=C21)N)N)C(C)C 3-(1H-indol-5-yl)-1-isopropyl-1H-pyrazolo[3,4-d]pyrimidine-4,6-diamine